5-(2-methoxypyridin-4-yl)-2,3-dihydro-1H-inden-4-amine COC1=NC=CC(=C1)C1=C(C=2CCCC2C=C1)N